C(#N)N(C(=O)C=1C(=C(C(=CC1CCCCC)O)C1CCCC(=C1)C)O)C N-cyano-2,6-dihydroxy-N,5'-dimethyl-4-pentyl-1',2',3',4'-tetrahydro-[1,1'-biphenyl]-3-carboxamide